2-((2-((3-(didecylamino)propanoyl)oxy)ethyl)disulfaneyl)ethyl 6-(didecylamino)hexanoate C(CCCCCCCCC)N(CCCCCC(=O)OCCSSCCOC(CCN(CCCCCCCCCC)CCCCCCCCCC)=O)CCCCCCCCCC